tert-butyl (5-((1s,3s)-3-hydroxycyclobutyl)pyrimidin-2-yl)carbamate OC1CC(C1)C=1C=NC(=NC1)NC(OC(C)(C)C)=O